FCS(=O)(=O)[O-].[Cu+2].FCS(=O)(=O)[O-] Copper fluoromethanesulfonate